C(C)(C)C=1C=CC(N(N1)C1=NC=C(C=C1)C(F)(F)F)=O 6-isopropyl-3-oxo-2-[5-(trifluoromethyl)-2-pyridyl]-2,3-dihydropyridazine